tert-butyl (4R)-3,3-difluoro-4-hydroxypiperidine-1-carboxylate FC1(CN(CC[C@H]1O)C(=O)OC(C)(C)C)F